NC1=C(C=CC=C1)C(=CC1=CC=CC=C1)C amino-α-methylstilbene